((6-(7-azabicyclo[2.2.1]heptan-7-yl)-1-oxo-2,3-dihydro-1H-pyrrolo[3,4-c]pyridin-4-yl)methyl)(methyl)carbamate C12CCC(CC1)N2C2=CC1=C(C(=N2)COC(NC)=O)CNC1=O